BrN(C1=C(C=CC=C1)[N+](=O)[O-])C Bromo-N-methyl-2-nitro-aniline